(3s,4r)-3-((dimethylaminomethyl)-1-(3-(5-fluoropyridin-3-yl)propyl)-4-hydroxypiperidin-4-yl)benzonitrile CN(C)CC1N(CC[C@](C1)(O)C=1C=C(C#N)C=CC1)CCCC=1C=NC=C(C1)F